(2S,5R)-2-[difluoro(1,3-thiazol-2-yl)methyl]-7-oxo-1,6-diazabicyclo[3.2.1]octan-6-yl hydrogen sulfate S(=O)(=O)(ON1[C@@H]2CC[C@H](N(C1=O)C2)C(C=2SC=CN2)(F)F)O